16-amino-5,8,11,14-tetraoxa-2-azahexadecanoic acid 1,1-dimethylethyl ester CC(C)(C)OC(NCCOCCOCCOCCOCCN)=O